FC(C=1C=CC(=NC1)N1CCC(CC1)CC(=O)N)(F)F 2-{1-[5-(trifluoromethyl)pyridin-2-yl]piperidin-4-yl}acetamide